tert-butyl ((1S)-(4,4-difluorocyclohexyl)(5-(2-methoxy-1-(4,4,4-trifluorobutanamido)ethyl)benzo[d]oxazol-2-yl)methyl)carbamate FC1(CCC(CC1)[C@@H](C=1OC2=C(N1)C=C(C=C2)C(COC)NC(CCC(F)(F)F)=O)NC(OC(C)(C)C)=O)F